(((7-bromo-8-fluoro-2-(((2R,7aS)-2-fluorotetrahydro-1H-pyrrolizin-7a(5H)-yl)methoxy)-6-iodoquinazolin-4-yl)amino)methyl)pyrrolidin-2-one BrC1=C(C=C2C(=NC(=NC2=C1F)OC[C@]12CCCN2C[C@@H](C1)F)NCN1C(CCC1)=O)I